N-(cyanomethyl)-4-(2-(4-morpholinophenylamino)pyrimidin-4-yl)benzamide C(#N)CNC(C1=CC=C(C=C1)C1=NC(=NC=C1)NC1=CC=C(C=C1)N1CCOCC1)=O